3-(6-chloro-pyridin-3-yl)-urea ClC1=CC=C(C=N1)NC(N)=O